N1C=C(C2=CC=CC=C12)CCN1CCOCC1 4-(2-(1H-indol-3-yl)ethyl)morpholine